C1N(CCC2=CC=CC=C12)C1CCN(CC1)C1=NC=NC(=C1)NC1=CC(=CC=C1)N1CCOCC1 trans-4-(3,4-Dihydroisoquinolin-2(1H)-yl)-1-(6-((3-morpholinylphenyl)amino)pyrimidin-4-yl)piperidine